N-[5-chloro-1-[4-[[(Z)-[3-(2-isopropyl-5-methyl-phenyl)-4-oxo-thiazolidin-2-ylidene]carbamoyl]amino]phenyl]-3-methyl-pyrazol-4-yl]-N-methyl-4-(trifluoromethoxy)benzamide ClC1=C(C(=NN1C1=CC=C(C=C1)NC(\N=C\1/SCC(N1C1=C(C=CC(=C1)C)C(C)C)=O)=O)C)N(C(C1=CC=C(C=C1)OC(F)(F)F)=O)C